2'-(ethane-1,2-diylbis(5-carbamoyl-4-methoxy-1H-benzo[d]imidazole-1,2-diyl))bis(3,5-difluorobenzoic acid) C(CN1C(=NC2=C1C=CC(=C2OC)C(N)=O)C2=C(C(=O)O)C=C(C=C2F)F)N2C(=NC1=C2C=CC(=C1OC)C(N)=O)C1=C(C(=O)O)C=C(C=C1F)F